(S)-4-(2-(4-(5-chloro-2-(4-(3-fluorophenyl)-1H-1,2,3-triazol-1-yl)phenyl)-5-methoxy-2-oxopyridin-1(2H)-yl)butanoylamino)-2-fluorobenzoic acid ClC=1C=CC(=C(C1)C1=CC(N(C=C1OC)[C@H](C(=O)NC1=CC(=C(C(=O)O)C=C1)F)CC)=O)N1N=NC(=C1)C1=CC(=CC=C1)F